2-(((2S,4S)-4-((2-((2,4-difluorophenoxy)methyl)pyrimidin-4-yl)oxy)-2-methylpiperidin-1-yl)methyl)-1-(((S)-oxetan-2-yl)methyl)-1H-benzo[d]imidazole-6-carbaldehyde FC1=C(OCC2=NC=CC(=N2)O[C@@H]2C[C@@H](N(CC2)CC2=NC3=C(N2C[C@H]2OCC2)C=C(C=C3)C=O)C)C=CC(=C1)F